C(C1=CC=CC=C1)NC(N([C@@H]1CC[C@H](CC1)NC1=NC=C(C(=N1)OC1COC1)C(F)(F)F)C1=NC=C(N=C1)C1=NN(C=C1)C)=O 3-benzyl-1-(5-(1-methyl-1H-pyrazol-3-yl)pyrazin-2-yl)-1-(trans-4-((4-((oxetan-3-yl)oxy)-5-(trifluoromethyl)-pyrimidin-2-yl)amino)cyclohexyl)urea